(1'R,2'R)-5'-methyl-4-phenethyl-2'-(prop-1-en-2-yl-d5)-1',2',3',4'-tetrahydro-[1,1'-biphenyl]-2,6-diol CC=1CC[C@H]([C@@H](C1)C=1C(=CC(=CC1O)CCC1=CC=CC=C1)O)C(=C([2H])[2H])C([2H])([2H])[2H]